Hexahydro-1,3,5-trishydroxyethyl-s-triazine OCCN1CN(CN(C1)CCO)CCO